CN1N=C(C2=CC=C(C=C12)O[C@H]1[C@@H](CC2(CNC2)CC1)C)C1C(NC(CC1)=O)=O 3-[1-methyl-6-[[(6R,7R)-6-methyl-2-azaspiro[3.5]nonan-7-yl]oxy]indazol-3-yl]piperidine-2,6-dione